N-[4-benzyl-1-[5-(3-cyano-6-ethoxy-pyrazolo[1,5-a]pyridin-4-yl)-2-pyridyl]-4-piperidyl]-2-(4-piperidyl)acetamide C(C1=CC=CC=C1)C1(CCN(CC1)C1=NC=C(C=C1)C=1C=2N(C=C(C1)OCC)N=CC2C#N)NC(CC2CCNCC2)=O